NCC=1C=C(C=CC1)N1N=C(C=C1C(=O)NC1=C(C=CC(=C1)C(C1=CC=C(C=C1)OC)NCC1CC1)F)C(F)(F)F 1-(3-(aminomethyl)phenyl)N-(5-(((cyclopropylmethyl)amino)(4-methoxyphenyl)methyl)-2-fluorophenyl)-3-(trifluoromethyl)-1H-pyrazole-5-carboxamide